FC(OC=1C=C(C(=O)NC(C)C=2N=COC2C2=NC=CC=N2)C=C(C1)C(F)(F)F)F 3-(difluoromethoxy)-N-[1-(5-pyrimidin-2-yloxazol-4-yl)ethyl]-5-(trifluoromethyl)benzamide